C(C)C1=C(OCSCC2=NNC(O2)=S)C(=CC(=C1)CC)CC 5-[(2,4,6-Triethylphenoxymethylthio)methyl]-1,3,4-oxadiazole-2(3H)-thione